(S)-1-(3-(adamantan-1-yl)methyl-1,2,4-oxadiazol-5-yl)-2-(5-fluoro-1H-indol-3-yl)ethane C12(CC3CC(CC(C1)C3)C2)CC2=NOC(=N2)CCC2=CNC3=CC=C(C=C23)F